CN1CCCOC=2N=CC=C(C3=CC=C4CCCC4=C3NC=3NN=C(S(N4CCC1CC4)(=O)=O)N3)C2 26-methyl-22-oxa-2λ6-thia-1,4,5,7,20,26,33-heptazahexacyclo-[25.2.2.13,6.117,21.08,16.09,13]tritriaconta-3,6(33),8,13,15,17,19,21(32)-octaene 2,2-dioxide